O=C1NC(CCC1N1C(N(C2=C1C=CC=C2)CCOCCOCCNC(OC(C)(C)C)=O)=O)=O tert-butyl (2-(2-(2-(3-(2,6-dioxopiperidin-3-yl)-2-oxo-2,3-dihydro-1H-benzo[d]imidazol-1-yl)ethoxy)ethoxy)ethyl)carbamate